FC1=C(C=CC=C1)C=1N=C(N=NC1C1=C(C=NC=C1)F)NC=1C=CC(=NC1)C(C(C)C)O 1-(5-{[5-(2-fluorophenyl)-6-(3-fluoropyridin-4-yl)-1,2,4-triazin-3-yl]amino}pyridin-2-yl)-2-methylpropan-1-ol